(±)-4-(3-Chloro-2-(4-cyanobutyl)-4-(2-((2R)-2-hydroxy-7-azabicyclo[2.2.1]heptan-7-yl)acetyl)-5-methyl-1H-pyrrol-1-yl)-2-fluorobenzonitrile ClC1=C(N(C(=C1C(CN1C2[C@@H](CC1CC2)O)=O)C)C2=CC(=C(C#N)C=C2)F)CCCCC#N